(R)-3-methyl-2-(1-methyl-5-(methyl(1-methylpyrrolidin-3-Yl)amino)-1H-imidazo[4,5-b]pyrazin-2-yl)-5-(trifluoromethyl)phenol formate Salt C(=O)O.CC=1C(=C(C=C(C1)C(F)(F)F)O)C1=NC=2C(=NC=C(N2)N([C@H]2CN(CC2)C)C)N1C